6-(3-methyl-4-(oxetan-3-yl)piperazin-1-yl)-3-nitropyridine CC1CN(CCN1C1COC1)C1=CC=C(C=N1)[N+](=O)[O-]